ClC1=C(CNC(=O)[C@]2(C=3C=CC=NC3[C@@]3(CC2)OC3)F)C(=CC(=C1)Cl)CO (2R,5'S)-N-(2,4-dichloro-6-(hydroxymethyl)benzyl)-5'-fluoro-6',7'-dihydro-5'H-spiro[oxirane-2,8'-quinoline]-5'-carboxamide